N-iso-Pentyl-2-iso-propoxy-1H-imidazole-1-carboxamide C(CC(C)C)NC(=O)N1C(=NC=C1)OC(C)C